5-chloro-8-methoxy-7-((tetrahydrofuran-3-yl)oxy)-2,3-dihydro-1H-cyclopenta[c]isoquinoline ClC1=NC2=C(C=3C=C(C(=CC13)OC1COCC1)OC)CCC2